[Si](C)(C)(C(C)(C)C)OCCOC1=NC(=C2C(=N1)NN=C2)N 6-(2-((tert-butyldimethylsilyl)oxy)ethoxy)-1H-pyrazolo[3,4-d]pyrimidin-4-amine